4-amino-3-propoxybenzonitrile NC1=C(C=C(C#N)C=C1)OCCC